N1(N=CC=C1)CC=1C=CC(=NC1C(F)F)C(=O)OC Methyl 5-((1H-pyrazol-1-yl)methyl)-6-(difluoromethyl)picolinate